N1(CCC1)C1=NC=C(C(=N1)C1CC1)CN1N=CC(=C1)NC(=O)C1=NC(=CN=C1)C1=C(C(=CC=C1C(F)F)Cl)F N-(1-((2-(Azetidin-1-yl)-4-cyclopropylpyrimidin-5-yl)methyl)-1H-pyrazol-4-yl)-6-(3-chloro-6-(difluoromethyl)-2-fluorophenyl)pyrazine-2-carboxamide